BENZOIN C1(=CC=CC=C1)C(=O)C(O)C1=CC=CC=C1